(E)-1-(3,4-dimethoxy-5-(methylseleno)phenyl)-3-(3,4-dimethoxyphenyl)prop-2-en-1-one tert-butyl-N-[4-oxo-4-[4-[5-(trifluoromethyl)pyrimidin-2-yl]piperazin-1-yl]butyl]-N-phenyl-carbamate C(C)(C)(C)OC(N(C1=CC=CC=C1)CCCC(N1CCN(CC1)C1=NC=C(C=N1)C(F)(F)F)=O)=O.COC=1C=C(C=C(C1OC)[Se]C)C(\C=C\C1=CC(=C(C=C1)OC)OC)=O